BrC=1C=CC(=C(C(=O)N(C)OC)C1)NC1=CC(=CC=C1)C(F)(F)F 5-bromo-N-methoxy-N-methyl-2-[3-(trifluoromethyl)anilino]benzamide